C1CCCCCCCC1 Cyclononan